5-(2-chloro-3-fluorophenyl)-3-(((3-fluoropyridin-2-yl)methyl)amino)-4H-benzo[e][1,2,4]thiadiazine 1,1-dioxide ClC1=C(C=CC=C1F)C1=CC=CC2=C1NC(=NS2(=O)=O)NCC2=NC=CC=C2F